C(#N)C1=C(C=C(C=C1)N1C([C@@H]2[C@]3(C[C@H]([C@@]([C@@H]2C1=O)(O3)C)C(=O)O)C)=O)C(F)(F)F (3aR,4R,5R,7R,7aS)-2-(4-cyano-3-(trifluoromethyl)phenyl)-4,7-dimethyl-1,3-dioxooctahydro-1H-4,7-epoxyisoindole-5-carboxylic acid